N1(CCOCC1)SSN1CCOCC1 N,N'-Dithiodimorpholin